4-[2-[2-[[6-fluoro-5-[4-(6-methoxyimidazo[1,2-a]pyridin-2-yl)phenyl]pyridin-2-yl]-[(2-methylpropan-2-yl)oxycarbonyl]amino]ethoxy]ethoxy]-phthalic acid FC1=C(C=CC(=N1)N(CCOCCOC=1C=C(C(C(=O)O)=CC1)C(=O)O)C(=O)OC(C)(C)C)C1=CC=C(C=C1)C=1N=C2N(C=C(C=C2)OC)C1